CC1=CC=C(C=C1NC1=NC=CC=C1C1=C2N=C(N(C2=NC=N1)C1OCCCC1)C)N 6-methyl-N1-(3-(8-methyl-9-(tetrahydro-2H-pyran-2-yl)-9H-purin-6-yl)pyridin-2-yl)benzene-1,3-diamine